C(CCCCC)OC(C\C=C/C=C)OCCCCCC (3Z)-6,6-dihexyloxy-1,3-hexadiene